C12CC(CC(CC1)C2)CC=O 2-(3-bicyclo[3.2.1]octyl)acetaldehyde